2,3-dimethylmaleic acid di-n-pentyl ester C(CCCC)OC(\C(=C(/C(=O)OCCCCC)\C)\C)=O